4-((1E)-2-(6-{2-(2-(2-(18F)fluoroethoxy)ethoxy)ethoxy}pyridin-3-yl)ethenyl)-N-methylbenzenamine [18F]CCOCCOCCOC1=CC=C(C=N1)/C=C/C1=CC=C(C=C1)NC